(R)-3-(3,4-difluorophenyl)-1-methyl-1-(1-(1-oxo-1,2-dihydroisoquinolin-4-yl)ethyl)urea FC=1C=C(C=CC1F)NC(N([C@H](C)C1=CNC(C2=CC=CC=C12)=O)C)=O